[N+](=O)([O-])C=1C=NN(C1)C(C1=NN=NN1CC(F)(F)F)C1CCOCC1 5-[(4-nitropyrazol-1-yl)-tetrahydropyran-4-yl-methyl]-1-(2,2,2-trifluoroethyl)tetrazole